ClC1=C(C=C(N)C=C1)C(F)(F)F 4-chloro-3-(trifluoromethyl)aniline